ethyl 4-((tert-butoxycarbonyl)amino)-6-(difluoromethoxy)nicotinate C(C)(C)(C)OC(=O)NC1=CC(=NC=C1C(=O)OCC)OC(F)F